OC(CNC=1N=CC2=C(N1)N(C(C(=C2)OC2=C(C=CC=C2)F)=O)C)CO 2-[(2,3-dihydroxypropyl)amino]-6-(2-fluorophenoxy)-8-methylpyrido[2,3-d]pyrimidin-7(8H)-one